C(C)(C)(C)OC(=O)NC1(CC2=CC(=CC=C2CC1)OC1=C(C=CC=C1)C1=C(C(=CC=C1)F)F)C(=O)OC methyl 2-((tert-butoxycarbonyl)amino)-7-((2',3'-difluoro-[1,1'-biphenyl]-2-yl)oxy)-1,2,3,4-tetrahydronaphthalene-2-carboxylate